C(C)(C)S(=O)(=O)OC1CCC(CC1)CN1CCN(CC1)C=1SC2=C(C(C1)=O)C=C(C=C2[N+](=O)[O-])C(F)(F)F 2-(4-(4-isopropylsulfonyloxycyclohexylmethyl)piperazin-1-yl)-6-(trifluoromethyl)-8-nitro-benzothiopyran-4-one